FC=1C=C(C=CC1C=1N=C2SC3=C(N2C1)C=C(C(=C3)C(NCCCN3CCC(CC3)F)=O)OC)OC(=O)N3CC(CC3)O (3-fluoro-4-(7-((3-(4-fluoropiperidin-1-yl) propyl) carbamoyl)-6-methoxybenzo[d]imidazo[2,1-b]thiazol-2-yl) phenyl)-3-hydroxypyrrolidine-1-carboxylate